NC(CC1C(CCC1)N(C(C#C)=O)C1=CC(=C(C=C1)OC(F)(F)F)Cl)=O N-(2-(2-amino-2-oxoethyl)cyclopentyl)-N-(3-chloro-4-(trifluoromethoxy)phenyl)propiolamide